O1CCC(CC1)N1C(=NC(=C1)C(F)(F)F)C1=CC=C(C(=O)O)C=C1 4-(1-(tetrahydro-2H-pyran-4-yl)-4-(trifluoromethyl)-1H-imidazol-2-yl)benzoic acid